N-(4-chloro-1-(4-(trifluoromethyl)benzyl)-1H-pyrazolo[3,4-c]pyridin-3-yl)-4-methylthiazole-5-carboxamide ClC1=C2C(=CN=C1)N(N=C2NC(=O)C2=C(N=CS2)C)CC2=CC=C(C=C2)C(F)(F)F